6-(5-methyl-1,2,4-oxadiazol-3-yl)pyridin CC1=NC(=NO1)C1=CC=CC=N1